(7-chloro-6-(prop-1-en-2-yl)isoquinolin-3-yl)-2-(1-methyl-1H-pyrazol-4-yl)cyclopropane-1-carboxamide ClC1=C(C=C2C=C(N=CC2=C1)C1(C(C1)C=1C=NN(C1)C)C(=O)N)C(=C)C